(S)-2-((2-phenylpyrimidin-4-yl)amino)-4-((2-(pyridin-2-yloxy)ethyl)(4-(5,6,7,8-tetrahydro-1,8-naphthyridin-2-yl)butyl)amino)butanoic acid C1(=CC=CC=C1)C1=NC=CC(=N1)N[C@H](C(=O)O)CCN(CCCCC1=NC=2NCCCC2C=C1)CCOC1=NC=CC=C1